N1CCC2(CC1)C(NC1=CC=CC=C12)=O spiro[indole-3,4'-piperidine]-2-one